CC(C)(C)N1N=NC(=C1)CN(CC=1N=NN(C1)C(C)(C)C)CC=1N=NN(C1)CCCO 4-[[bis[[1-(1,1-dimethylethyl)-1H-1,2,3-triazol-4-yl]methyl]amino]methyl]-1H-1,2,3-triazol-1-propanol